O1CCN(CC1)CC1=CC=C(N)C=C1 4-(morpholinomethyl)aniline